[N-](S(=O)(=O)C(F)(F)F)S(=O)(=O)C(F)(F)F.C(CCCCCCCCCCCC)N1CN(C=C1)C 1-tridecyl-3-methylimidazole bis(trifluoromethylsulfonyl)imide salt